bis(methylcyclopentadiene) hafnium [Hf].CC1=CC=CC1.CC1=CC=CC1